ClC=1C=C(C=CC1Cl)C=1NC(=CC1C(=O)N)C1=C2C(=NC=C1)NC=C2 2-(3,4-dichlorophenyl)-5-(1H-pyrrolo[2,3-b]pyridin-4-yl)-1H-pyrrole-3-carboxamide